NCCCNC(=O)C1=CC=C2C(=NNC2=C1)C1=NC2=C(N1)C=C(C=C2)F N-(3-aminopropyl)-3-(6-fluoro-1H-benzo[d]imidazol-2-yl)-1H-indazole-6-carboxamide